FC1=C(C(=CC=C1)F)[Si](CC)(CC)CC (2,6-difluorophenyl)triethylsilane